tin-zinc-antimony [Sb].[Zn].[Sn]